C(C1=CC=CC=C1)OC=1C=2CC(C2C=CC1)=O (benzyloxy)bicyclo[4.2.0]oct-1(6),2,4-trien-7-one